FC=1C=C2N(CCN(C2=CC1)C(=O)NCC1N(CCC1)C(C)C)C1=CC=C(C=C1)F 6-Fluoro-4-(4-fluorophenyl)-N-((1-isopropylpyrrolidin-2-yl)methyl)-3,4-dihydroquinoxaline-1(2H)-carboxamide